BrC1=C(C=C2C(=NC(=NC2=C1F)OCC1(CC1)CN(C)C)N1CC=2N(CCC1)N=C(C2)C(=O)N(C)C)F 5-(7-bromo-2-((1-((dimethylamino)methyl)cyclopropyl)methoxy)-6,8-difluoroquinazolin-4-yl)-N,N-dimethyl-5,6,7,8-tetrahydro-4H-pyrazolo[1,5-a][1,4]diazepine-2-carboxamide